C(C)(C)(C)NS(=O)(=O)C1=CC=C(C=C1)NC([C@H](CC1=CC=CC=C1)NC(OC(C)(C)C)=O)=O (S)-tert-butyl 1-(4-(N-tert-butylsulfamoyl)phenylamino)-1-oxo-3-phenylpropan-2-ylcarbamate